NC([C@H](CCC(=O)OC(C)(C)C)N1C(C2=CC(=C(C=C2C1)N1CCN(CC1)C(=O)OC(C)(C)C)F)=O)=O Tert-butyl (S)-4-(2-(1-amino-5-(tert-butoxy)-1,5-dioxopentan-2-yl)-6-fluoro-1-oxoisoindolin-5-yl)piperazine-1-carboxylate